C(C)OC(CN1CCN(C2=C(C=CC=C12)C)C(=O)OCC1=CC=CC=C1)=O benzyl 4-(2-ethoxy-2-oxo-ethyl)-8-methyl-2,3-dihydroquinoxaline-1-carboxylate